2,4,6-tri(isopropyl)-1,3,5-trioxane C(C)(C)C1OC(OC(O1)C(C)C)C(C)C